C(C)(C)(C)OC(=O)[C@@H]1[C@H](C1)COC(F)(F)F (1S,2S)-2-((trifluoromethoxy)methyl)cyclopropane-1-carboxylic acid tert-butyl ester